ClC1=NC(=C(C(=O)O)C=C1)OC 6-chloro-2-methoxynicotinic acid